BrCCCCOC1=C2CN(C(C2=CC=C1)=C=O)C1C(NC(CC1)=O)=O 3-(4-(4-bromobutoxy)-1-carbonylisoindolin-2-yl)piperidine-2,6-dione